(cis-3-((5-(3-(2,2-Difluoroethyl)-2-methyl-3H-imidazo[4,5-b]pyridin-5-yl)pyrrolo[2,1-f][1,2,4]triazin-2-yl)amino)cyclobutyl)methanol FC(CN1C(=NC=2C1=NC(=CC2)C=2C=CN1N=C(N=CC12)N[C@H]1C[C@H](C1)CO)C)F